tert-butyl (S)-3-((cyclopropylsulfonyl)methyl)pyrrolidine-1-carboxylate C1(CC1)S(=O)(=O)C[C@@H]1CN(CC1)C(=O)OC(C)(C)C